N4,N4-dibenzyl-N6-cyclopentyl-5-nitropyrimidine-4,6-diamine C(C1=CC=CC=C1)N(C1=NC=NC(=C1[N+](=O)[O-])NC1CCCC1)CC1=CC=CC=C1